tert-Butyl (2S,4R)-2-(2-(6-bromo-4-chloro-7-methyl-2H-indazol-2-yl)-3-ethoxy-3-oxopropanoyl)-4-fluoropyrrolidine-1-carboxylate BrC=1C=C(C2=CN(N=C2C1C)C(C(=O)[C@H]1N(C[C@@H](C1)F)C(=O)OC(C)(C)C)C(=O)OCC)Cl